(R)-2,4-dihydroxy-3,3-dimethylbutyrate ammonium salt [NH4+].O[C@@H](C(=O)[O-])C(CO)(C)C